(2R,4aS,4bR,6aS,7R,7aS,8aR,8bR,8cR,10aR)-7-((2S,3S)-3-hydroxy-4-methoxybutan-2-yl)-6a-methyl-2-(trifluoromethyl)octadecahydrocyclopropa[4,5]cyclopenta[1,2-a]phenanthren-2-ol O[C@@H]([C@@H](C)[C@H]1[C@@H]2[C@H]([C@@H]3[C@@]1(CC[C@@H]1[C@H]4CC[C@](C[C@H]4CC[C@@H]31)(O)C(F)(F)F)C)C2)COC